C(C)(=O)ON=C(C1=CC(=CC=C1)CC(NS(=O)(=O)C1=CC(=CC=C1)NC(CCNC(=O)OC(C)(C)C)=O)C=1SC2=C(N1)C=CC=C2)N [[amino-[3-[2-(1,3-benzothiazol-2-yl)-2-[[3-[3-(tert-butoxycarbonylamino)propanoylamino]phenyl]sulfonylamino]ethyl]phenyl]methylene]amino] acetate